C1CCC12N(S(OC2)(=O)=O)C(=O)OC(C)(C)C tert-butyl 7-oxa-6-thia-5-azaspiro[3.4]octane-5-carboxylate 6,6-dioxide